COC(=O)N1[C@H](CCC2=C3C(=CC=C12)N(C(=N3)CCC3=NC=CN=C3)C3CCCCC3)C (1R,3R)-3-((S)-6-(Methoxycarbonyl)-7-methyl-2-(2-(pyrazin-2-yl)ethyl)-6,7,8,9-tetrahydro-3H-imidazo[4,5-f]chinolin-3-yl)cyclohexan